3-chloro-6,9-dimethyl-6,9-dihydro-11H-pyridazino[1,2-a]indazol-11-one ClC1=CC=C2C(N3N(C2=C1)C(C=CC3C)C)=O